C1(=CC=CC=C1)NC(=O)C1=CC=C(S1)C1=C(OC2CCN(CC2)C(=O)OCCCC)C=CC=C1 butyl 4-(2-(5-(phenylcarbamoyl)thiophen-2-yl)phenoxy)piperidine-1-carboxylate